2-((S)-1-((S)-4-(6-((4-cyano-2-fluorobenzyl)oxy)pyridin-2-yl)-2-methylpiperazine-1-yl)ethyl)-1-(((S)-oxetan-2-yl)methyl)-1H-benzo[d]imidazole-6-carboxylic acid methyl ester COC(=O)C=1C=CC2=C(N(C(=N2)[C@H](C)N2[C@H](CN(CC2)C2=NC(=CC=C2)OCC2=C(C=C(C=C2)C#N)F)C)C[C@H]2OCC2)C1